7-chloro-2,3-dihydro-1H-inden-4-amine ClC1=CC=C(C=2CCCC12)N